4-(5-aminopyridin-2-yl)benzoic acid methyl ester COC(C1=CC=C(C=C1)C1=NC=C(C=C1)N)=O